N*2*-Ethyl-5-(2-isopropyl-4,5-dimethoxy-benzyl)-pyrimidine-2,4-diamine C(C)NC1=NC=C(C(=N1)N)CC1=C(C=C(C(=C1)OC)OC)C(C)C